O1C(CC2=C1C=CC=N2)=O furopyridineOne